C1(=CC=CC=C1)C(C[C@@H]([C@H]1OC2(OC1)CCCCC2)C2=CC=CC=C2)=O (R)-1,3-diphenyl-3-((R)-1,4-dioxaspiro[4.5]decan-2-yl)propan-1-one